ClC1=NC(=CC(=C1)C=1C(=NN2C1N=C(C=C2)NC(=O)NCC(C)(C)O)C2=CC(=CC=C2)C#N)C 1-[3-(2-chloro-6-methyl-4-pyridinyl)-2-(3-cyanophenyl)pyrazolo[1,5-a]pyrimidin-5-yl]-3-(2-hydroxy-2-methyl-propyl)urea